N-(1-ethyl-4,4-difluorocyclohexane-1-carbonyl)-O-(3-(2-(5,6,7,8-tetrahydro-1,8-naphthyridin-2-yl)ethyl)cyclobutyl)homoserine C(C)C1(CCC(CC1)(F)F)C(=O)N[C@@H](CCOC1CC(C1)CCC1=NC=2NCCCC2C=C1)C(=O)O